ClC=1N=C(C2=C(N1)CN(C2)C(=O)OC(C)(C)C)N[C@H](C)C2=C(C(=CC=C2)C(F)(F)F)C (R)-tert-butyl 2-chloro-4-((1-(2-methyl-3-(trifluoromethyl)phenyl)ethyl)amino)-5H-pyrrolo[3,4-d]pyrimidine-6(7H)-carboxylate